sodium acrylamide tetradecyl-sulfate C(CCCCCCCCCCCCC)OS(=O)(=O)[O-].C(C=C)(=O)N.[Na+]